Cl.NC[C@H](C)N (S)-1,2-diaminopropane hydrochloride